6-(oxolan-3-yl)-[1,3]thiazolo[4,5-b]pyrazin-2-amine O1CC(CC1)C=1N=C2C(=NC1)N=C(S2)N